FC1=C(C(=O)NC2CN(C2)CCOC)C(=CN=C1)NC1=C(C=C(C=C1)I)F 3-fluoro-5-((2-fluoro-4-iodophenyl)amino)-N-(1-(2-methoxyethyl)azetidin-3-yl)isonicotinamide